dodec-8-en-5-one CCCCC(CCC=CCCC)=O